[C@H]12CN(C[C@H](CC1)N2)C2=NC(=NC1=C(C(=C(C=C21)O)C2=CC(=CC1=CC=C(C(=C21)CC)F)O)F)OC[C@]21CCCN1C[C@@H](C2)F 4-((1R,5S)-3,8-Diazabicyclo[3.2.1]octan-3-yl)-7-(8-ethyl-7-fluoro-3-hydroxynaphthalen-1-yl)-8-fluoro-2-(((2R,7aS)-2-fluorotetrahydro-1H-pyrrolizin-7a(5H)-yl)methoxy)quinazolin-6-ol